O1C(CCC1)C(C)=O 1-(tetrahydrofuran-2-yl)ethan-1-one